N(=NC(C(=O)[O-])(CC)C)C(C(=O)[O-])(CC)C 2,2'-azobis-(methylisobutyrate)